3-(trifluoromethyl)quinoxaline FC(C=1C=NC2=CC=CC=C2N1)(F)F